tert-butyl 7-(5-chloro-2-(2-(5-cyano-2-methyl-6-(methylamino)-4-oxopyrido[3,4-d]pyrimidin-3(4H)-yl)ethoxy)phenyl)-5-methylthieno[3,2-b]pyridine-3-carboxylate ClC=1C=CC(=C(C1)C1=C2C(=NC(=C1)C)C(=CS2)C(=O)OC(C)(C)C)OCCN2C(=NC1=C(C2=O)C(=C(N=C1)NC)C#N)C